4,4'-Carbonyldiphthalic acid C(=O)(C=1C=C(C(C(=O)O)=CC1)C(=O)O)C=1C=C(C(C(=O)O)=CC1)C(=O)O